CC(C(=O)C1=C(C=CC=C1)C=1SC=C(C1)C)(C)N1CCOCC1 2-methyl-1-(4-methylthiophenylphenyl)-2-morpholinopropan-1-one